N[C@H]1CC=CC[C@@H]1C1=C(C2=NC(=CC(=C2S1)NCC=1SC=CC1)Cl)C#CC1=C(C=NC=C1)Cl 2-((1s,6s)-6-aminocyclohex-3-en-1-yl)-5-chloro-3-((3-chloropyridin-4-yl)ethynyl)-N-(thiophen-2-ylmethyl)thieno[3,2-b]pyridin-7-amine